ethyl 5-(benzyloxy)-4,4-difluorovalerate C(C1=CC=CC=C1)OCC(CCC(=O)OCC)(F)F